C12C3CCCC3CCCC2C2CCCC2C1 tetracyclo[8.6.0.02,6.011,15]hexadecane